methylcyclopropane lead [Pb].CC1CC1